(-)-1-(5-chlorothiazol-2-yl)-3-[(3S*,4R*)-4-(2,6-difluoro-4-methoxyphenyl)-2-oxopyrrolidin-3-yl]urea ClC1=CN=C(S1)NC(=O)N[C@@H]1C(NC[C@H]1C1=C(C=C(C=C1F)OC)F)=O |o1:10,14|